C(C)(C)(C)OC(N(CC)C=1C=C(C=C2C3=C(NC12)N=C(N=C3S(=O)(=O)C)S(=O)(=O)C)F)=O (6-fluoro-2,4-bis(methylsulfonyl)-9H-pyrimido[4,5-b]indol-8-yl)(ethyl)carbamic acid tert-butyl ester